(E)-4-bromocrotonic acid ethyl ester C(C)OC(\C=C\CBr)=O